1,2-divinyl-6-ethoxy-naphthalene C(=C)C1=C(C=CC2=CC(=CC=C12)OCC)C=C